2-amino-6-fluoro-N-[5-fluoro-4-(4-{[4-(3-oxetanyl)-1-piperazinyl]carbonyl}-1-piperidinyl)-3-pyridinyl]pyrazolo[1,5-a]pyrimidine-3-carboxamide NC1=NN2C(N=CC(=C2)F)=C1C(=O)NC=1C=NC=C(C1N1CCC(CC1)C(=O)N1CCN(CC1)C1COC1)F